2-(methylamino)ethyl 3,6-dichloro-2-methoxybenzoate ClC=1C(=C(C(=O)OCCNC)C(=CC1)Cl)OC